N,N'-Bis(salicyloyl)hydrazine C(C=1C(O)=CC=CC1)(=O)NNC(C=1C(O)=CC=CC1)=O